N-(2,4-dimethoxybenzyl)-1-(2,5-dimethoxyphenyl)methanamine COC1=C(CNCC2=C(C=CC(=C2)OC)OC)C=CC(=C1)OC